4-(4-chloro-3-{3-methyl-5-[4-(trifluoromethyl)phenoxy]phenyl}-1H-pyrrolo[3,2-c]pyridin-1-yl)butan-1-amine ClC1=NC=CC2=C1C(=CN2CCCCN)C2=CC(=CC(=C2)OC2=CC=C(C=C2)C(F)(F)F)C